N-(((2R,3R)-1-(6-(6-(difluoromethyl)imidazo[1,2-b]pyridazin-3-yl)pyrimidin-4-yl)-2-methylpiperidin-3-yl)methyl)methanesulfonamide FC(C=1C=CC=2N(N1)C(=CN2)C2=CC(=NC=N2)N2[C@@H]([C@H](CCC2)CNS(=O)(=O)C)C)F